N-(1-methylcyclopropyl)-1-[8-(1,2,3-triazol-2-yl)-6H-isochromeno[3,4-b]pyridin-3-yl]pyrrolidin-3-amine CC1(CC1)NC1CN(CC1)C1=CC=C2C(=N1)OCC=1C=C(C=CC12)N1N=CC=N1